6-amino-2-ethylsulfonyl-9-[(4-fluorophenyl)methyl]-7H-purin-8-one NC1=C2NC(N(C2=NC(=N1)S(=O)(=O)CC)CC1=CC=C(C=C1)F)=O